C(=CCNCC)NC1=CC=CC=C1 4-azahexenyl-aniline